BrC1=CC(=C(C=C1)C1(COC1)NC(OC(C)(C)C)=O)C tert-butyl (3-(4-bromo-2-methylphenyl)oxetan-3-yl)carbamate